(5-(((1S,2S)-2-aminocyclopentyl)oxy)-1-oxoisoindolin-2-yl)piperidine-2,6-dione N[C@@H]1[C@H](CCC1)OC=1C=C2CN(C(C2=CC1)=O)N1C(CCCC1=O)=O